C(C)(C)OC1=C(C(=O)OCC)C=C(C=C1)OC Ethyl 2-isopropoxy-5-methoxybenzoate